C(C=C)N\C(=C/C(=O)O)\C(C)C.C(CCCCCCCCCCC)C(C)([Si](C)(C)C)O[SiH3] dodecyl-siloxytrimethyl-ethyl-silane (Z)-3-(allylamino)-4-methyl-2-pentenoate